C(C)(C)(C)N(C(O)=O)CCS(N)(=O)=O.FC(C(=O)O)(F)F.NCCS(=O)(=O)NC(CCCCCCC\C=C/CCCCCCCC)=O N-((2-Aminoethyl)sulfonyl)oleamide trifluoroacetate tert-Butyl-(2-sulfamoylethyl)carbamate